FC(C=1C=C(CC2=CC=NC=C2)C=CC1)(F)F 4-(3-(trifluoromethyl)benzyl)pyridin